5-ethenyl-2-methanesulfonyl-8-methyl-6-phenylpyrido[2,3-d]pyrimidin-7-one C(=C)C1=C(C(N(C=2N=C(N=CC21)S(=O)(=O)C)C)=O)C2=CC=CC=C2